IC=1C=NN2C1C=CC(=C2)C2(CCC2)C(=O)N 1-(3-iodopyrazolo[1,5-a]pyridin-6-yl)cyclobutanecarboxamide